2-chloro-5-((1R,3R)-2,2-dichloro-3-(3,5-dichlorophenyl)cyclopropane-1-carboxamido)-N-(2,4,6-trifluorophenyl)benzamide ClC1=C(C(=O)NC2=C(C=C(C=C2F)F)F)C=C(C=C1)NC(=O)[C@@H]1C([C@H]1C1=CC(=CC(=C1)Cl)Cl)(Cl)Cl